2-[4-methyl-3-[5-(1-methylpyrazolo[3,4-c]pyridin-4-yl)pyrimidin-2-yl]-2-oxo-benzimidazol-1-yl]-N-(2,2,2-trifluoroethyl)acetamide CC1=CC=CC=2N(C(N(C21)C2=NC=C(C=N2)C2=C1C(=CN=C2)N(N=C1)C)=O)CC(=O)NCC(F)(F)F